2-(trifluoromethyl)thieno[2,3-d]pyrimidine-6-carboxamide FC(C=1N=CC2=C(N1)SC(=C2)C(=O)N)(F)F